8-amino-6-butoxy-3-(3-(pyrrolidin-1-ylmethyl)benzyl)-3,4-dihydropyrimido[5,4-d]pyrimidin-2(1H)-one NC1=NC(=NC2=C1NC(N(C2)CC2=CC(=CC=C2)CN2CCCC2)=O)OCCCC